N-[4-(p-toluenesulfonyloxy)phenyl]-N'-[4-(p-methoxybenzylsulfonyloxy)phenyl]urea CC1=CC=C(C=C1)S(=O)(=O)OC1=CC=C(C=C1)NC(=O)NC1=CC=C(C=C1)OS(=O)(=O)CC1=CC=C(C=C1)OC